C(#N)C1=C(C(=NC(=C1)CC1=CC=C(C=C1)C)C(CCC(=O)O)=O)O 4-[4-Cyano-3-hydroxy-6-(4-methyl-benzyl)-pyridin-2-yl]-4-oxo-butyric acid